FC1CN(CCC1(C#N)O)C1=NC=C(C=N1)F 3-fluoro-1-(5-fluoropyrimidin-2-yl)-4-hydroxy-piperidine-4-carbonitrile